5-(2-phenoxyphenyl)-7-azaindole O(C1=CC=CC=C1)C1=C(C=CC=C1)C=1C=C2C=CNC2=NC1